FC1(OC(C(C(OC1(F)F)(F)F)(F)F)(F)F)F perfluoro-1,4-dioxepane